CC1(C(C(C(=O)O1)OC=C)C(=O)OC)C γ,γ-dimethyl-β-methoxycarbonyl-α-vinyloxy-γ-butyrolactone